IC1=CC=C(N=N1)N[C@@H]1CC[C@H]2CN(C[C@H]21)C(=O)C=2SC(=CC2)C [(3aS,4R,6aR)-4-[(6-iodo-3-pyridazinyl)amino]hexahydrocyclopenta[c]pyrrol-2(1H)-yl](5-methyl-2-thienyl)methanone